9,9-bis(4-glycidoxyphenyl)fluorene C(C1CO1)OC1=CC=C(C=C1)C1(C2=CC=CC=C2C=2C=CC=CC12)C1=CC=C(C=C1)OCC1CO1